COC=1C(=C2C=CNC2=C(C1)C)CN1CCN(CC1)C=1N=NC=CC1 1-((5-Methoxy-7-methyl-1H-indol-4-yl)methyl)-4-(pyridazin-3-yl)piperazin